C(=CCCCCCCC)OC1=C(C=CC=C1)S(=O)(=O)OF.[Na] sodium perfluoro nonenoxybenzenesulfonate